tert-butyl (3S)-3-[(4-benzyloxy-6-chloro-2-pyridyl)oxy]pyrrolidine-1-carboxylate C(C1=CC=CC=C1)OC1=CC(=NC(=C1)Cl)O[C@@H]1CN(CC1)C(=O)OC(C)(C)C